C1(=C(C=CC=C1)CN1N=CC=C1)C1=CC=CC=C1 1-([1,1'-biphenyl]-2-ylmethyl)-1H-pyrazol